COC1=C(C(=CC=C1)C)O 2-methoxy-6-methylphenol